[O-]S(=O)(=O)C(F)(F)F.C(CCCCCCC)[N+]1=CC=C(C=C1)CCC 1-Octyl-4-propylpyridinium triflat